(1-Methyl-4-piperidinyl)methanamine CN1CCC(CC1)CN